4-methyl-1,1-biphenyl CC1=CC=C(C=C1)C1=CC=CC=C1